N-((1S,2R)-2-((4-bromo-2-nitro-6-(3-oxopiperazine-1-carbonyl)phenyl)amino)cyclohexyl)-7-chloroisoquinoline-4-formamide BrC1=CC(=C(C(=C1)C(=O)N1CC(NCC1)=O)N[C@H]1[C@H](CCCC1)NC(=O)C1=CN=CC2=CC(=CC=C12)Cl)[N+](=O)[O-]